(S)-4-(8-chloro-2-(((R)-1-((dimethylamino)methyl)-2,2-difluorocyclopropyl)methoxy)-9-methyl-9H-pyrido[4',3':4,5]pyrrolo[2,3-d]pyrimidin-4-yl)-6-methyl-1,4-oxazepan-6-ol ClC1=NC=CC2=C1N(C=1N=C(N=C(C12)N1CCOC[C@](C1)(O)C)OC[C@]1(C(C1)(F)F)CN(C)C)C